5-amino-2-phenyl-N-{[2-(trifluoromethyl)phenyl]methyl}-1,3-thiazole-4-carboxamide NC1=C(N=C(S1)C1=CC=CC=C1)C(=O)NCC1=C(C=CC=C1)C(F)(F)F